BrC1=NC=CC(=C1OC)CC=1C(OC2=CC(=CC=C2C1C)O)=O 3-[(2-bromo-3-methoxy-4-pyridyl)methyl]-7-hydroxy-4-methyl-chromen-2-one